1-phenyl-3-(p-tolyl)-1H-pyrazol-5-amine C1(=CC=CC=C1)N1N=C(C=C1N)C1=CC=C(C=C1)C